C1(CC1)C1=CC(=C(C2=C1N(N=N2)C)C)C(CC(=O)OCC)C=2C=C(C1=C(C=CS1)C2)CO ethyl 3-(7-cyclopropyl-1,4-dimethyl-1H-benzotriazol-5-yl)-3-[7-(hydroxymethyl)-1-benzothiophen-5-yl]propanoate